OC(COC1=CC(=NC(=N1)N1C=NC=C1)C(=O)NC1=CC(=NC=C1)C(F)(F)F)(C)C 6-(2-hydroxy-2-methylpropyloxy)-2-(1H-imidazol-1-yl)-N-(2-(trifluoromethyl)pyridin-4-yl)pyrimidine-4-carboxamide